ClC=1C=CC2=C(NC(=N2)NC2=NC3=C(N2C)C=CC=C3)C1 2-(6-Chloro-1H-benzoimidazol-2-ylamino)-1-methyl-1H-benzoimidazole